FC1=C(C=C(C=C1)NC(=O)C1=CC2=C(N=C(S2)C)C=C1NC(C1=C(C=CC(=C1)C1=NOC2C1CC(C2)CO)OC)=O)C(F)(F)F N-(4-fluoro-3-(trifluoro-methyl)phenyl)-5-(5-(5-(hydroxymeth-yl)-3a,5,6,6a-tetrahydro-4H-cyclopenta[d]isoxazol-3-yl)-2-methoxy-benzamido)-2-methylbenzo[d]thiazole-6-carboxamide